N1=NC=C2N1C=C(C=C2)NC(=O)[C@H]2O[C@@]([C@@H]([C@@H]2C2=C(C(=C(C=C2)F)C(F)F)OC)C)(C(F)(F)F)C |o1:12,14,15,16| rel-(2S,3R,4R,5S)-N-([1,2,3]triazolo[1,5-a]pyridin-6-yl)-3-(3-(difluoromethyl)-4-fluoro-2-methoxyphenyl)-4,5-dimethyl-5-(trifluoromethyl)tetrahydrofuran-2-carboxamide